N-acetyl-L-aspartic acid phosphate P(=O)(O)(O)O.C(C)(=O)N[C@@H](CC(=O)O)C(=O)O